5-FORMYLNICOTINIC ACID C(=O)C=1C=NC=C(C(=O)O)C1